ClC=1C=C(C(=C(C#N)C1)C)CCN1[C@@H](C[C@@H](C1)COC1=CC=C(C=C1)S(=O)(=O)C)C 5-chloro-3-{2-[(2R,4S)-4-[(4-methanesulfonylphenoxy)meth-yl]-2-methyl-pyrrolidin-1-yl]-ethyl}-2-methyl-benzonitrile